C(C)(C)(C)OC(=O)N1C(=CC=C1)CC=1C=C(SC1)C(=O)O 4-{[1-(tert-butoxycarbonyl)pyrrol-2-yl]methyl}thiophene-2-carboxylic acid